SC=1SC(=NN1)SC 2-mercapto-5-methylsulfanyl-1,3,4-thiadiazole